N1C=C(C2=CC=CC=C12)CCNC1=NC(=NC(=N1)N)N1CCN(CC1)C (2-(1H-indol-3-yl)ethyl)-6-(4-methylpiperazin-1-yl)-1,3,5-triazine-2,4-diamine